methyl-octadecatrienal CC(C=O)=CC=CC=CCCCCCCCCCCC